1,6-dicyano-2-hexene C(#N)CC=CCCCC#N